C(C)(C)(C)OC(=O)N1C(CCC2=CC(=CC=C12)OC=1C=C2C=NN(C2=CC1)C)=O 6-((1-methyl-1H-indazol-5-yl)oxy)-2-oxo-3,4-dihydroquinoline-1(2H)-carboxylic acid tert-butyl ester